3-oxo-2-propionamidobutyric acid ethyl ester C(C)OC(C(C(C)=O)NC(CC)=O)=O